FC(C1=NC(=CC=C1OC[C@](CC(C)C)(N)C)C1=C2C(=NC=C1)C=CS2)F (S)-1-((2-(difluoromethyl)-6-(thieno[3,2-b]pyridin-7-yl)pyridin-3-yl)oxy)-2,4-dimethylpentan-2-amine